3-[2-(4-Benzyl-piperazin-1-yl)-acetylamino]-4-chloro-1H-indole-2-carboxylic acid methyl ester COC(=O)C=1NC2=CC=CC(=C2C1NC(CN1CCN(CC1)CC1=CC=CC=C1)=O)Cl